C(C)N(CCOC1=CC=C(C=C1)C=C)CC N,N-diethyl-2-(4-vinylphenoxy)ethan-1-amine